NC=1C=CC(N(C1)C)=O 5-amino-1-methylpyridin-2(1H)-one